1-(4-aminophenyl)-3a-hydroxy-1H,2H,3H,3aH,4H-pyrrolo[2,3-b]1,7-naphthyridin-4-one NC1=CC=C(C=C1)N1CCC2(C1=NC1=CN=CC=C1C2=O)O